ClC=1C=C(C=C(C1F)Cl)C1(CC(=NO1)N1CC=2C=NC(=CC2C1)C(=O)N1CC(CCC1)C(F)(F)F)C(F)(F)F (2-(5-(3,5-dichloro-4-fluorophenyl)-5-(trifluoromethyl)-4,5-dihydroisoxazol-3-yl)-2,3-dihydro-1H-pyrrolo[3,4-c]pyridin-6-yl)(3-(trifluoromethyl)piperidin-1-yl)methanone